C1(CCCC1)CCC1=NC(=NO1)C1=CC2=C(N(C=N2)CCNC(C2=CC(=CC=C2)C(F)(F)F)=O)C=C1 N-(2-(5-(5-(2-cyclopentylethyl)-1,2,4-oxadiazol-3-yl)-1H-benzo[d]imidazol-1-yl)ethyl)-3-(trifluoromethyl)benzamide